C(C)C1=CC=C(C=C1)S(=O)(=O)C=1C=NC2=CC=C(C=C2C1N1CCN(CCC1)C)OC(F)(F)F 3-((4-ethylphenyl)sulfonyl)-4-(4-methyl-1,4-diazepan-1-yl)-6-(trifluoromethoxy)quinoline